(4-aminopiperidin-1-yl)(1-fluorocyclopropyl)methanone hydrochloride Cl.NC1CCN(CC1)C(=O)C1(CC1)F